F[C@H]1CC2=CC=3CCCC3C(=C2C1)NC(=O)C1=NN2C(OCCC2)=C1S(=O)(N)=N (((S)-2-fluoro-1,2,3,5,6,7-hexahydro-s-indacen-4-yl)carbamoyl)-6,7-dihydro-5H-pyrazolo[5,1-b][1,3]oxazine-3-sulfonimidamide